ClC1=CC=C(C=C1)C1=CC(=CC=C1)C1=CC=C2C=3C=CC(=CC3C(C2=C1)(C)C)C#N 7-(4'-chloro-[1,1'-biphenyl]-3-yl)-9,9-dimethyl-9H-fluorene-2-carbonitrile